tert-butyl N-[4-[[2-(2,6-dioxo-3-piperidyl)-1,3-dioxo-isoindolin-4-yl]amino] cyclohexyl]-N-methyl-carbamate O=C1NC(CCC1N1C(C2=CC=CC(=C2C1=O)NC1CCC(CC1)N(C(OC(C)(C)C)=O)C)=O)=O